C1(=CC=CC=C1)N(C1=CC=C(C=C1)C1=CC=C(C=C1)C=CC1=CC(CC(C1)(C)C)=C(C#N)C#N)C1=CC=CC=C1 2-(3-(2-(4'-(diphenylamino)-[1,1'-biphenyl]-4-yl)vinyl)-5,5-dimethylcyclohex-2-en-1-ylidene)malononitrile